(1R,2S)-2-[(5R)-5H-Imidazo[4,3-a]isoindol-5-yl]-7-methansulfonyl-7-azaspiro[3.5]nonan-1-ol C=1N=CN2C1C1=CC=CC=C1[C@H]2[C@H]2[C@H](C1(C2)CCN(CC1)S(=O)(=O)C)O